tert-butyl (1-(6-chloro-7-(2,6-dimethylphenyl)quinolin-4-yl)azetidin-3-yl)carbamate ClC=1C=C2C(=CC=NC2=CC1C1=C(C=CC=C1C)C)N1CC(C1)NC(OC(C)(C)C)=O